C(C)(C)(C)OC(CC(C(=O)NCCCN=[N+]=[N-])N)=O 3-amino-4-((3-azidopropyl)amino)-4-oxobutanoic acid tert-butyl ester